C12CCCC(CC1)N2C2=C(C=C(C=C2F)NC(=O)C=2N=C(OC2CC(F)(F)F)N2CC(C2)(OC)CC)F N-(4-(8-azabicyclo[3.2.1]octan-8-yl)-3,5-difluorophenyl)-2-(3-ethyl-3-methoxyazetidin-1-yl)-5-(2,2,2-trifluoroethyl)oxazole-4-carboxamide